N(C(=O)N)C1=C(C(=O)[O-])C=CC=C1 ureidobenzoate